3-chloro-5-(1-hydroxy-2-{4-[(4-methanesulfonylphenoxy)methyl]-2-methylpyrrolidin-1-yl}ethyl)benzonitrile ClC=1C=C(C#N)C=C(C1)C(CN1C(CC(C1)COC1=CC=C(C=C1)S(=O)(=O)C)C)O